FC1(CC(C1)N1C(C(=CC=C1)NC(C1=C(C=C(C=C1)S(=O)(=O)C1(CC1)C)N1CC[Si](CC1)(C)C)=O)=O)F N-(1-(3,3-difluorocyclobutyl)-2-oxo-1,2-dihydropyridin-3-yl)-2-(4,4-dimethyl-1,4-azasilinan-1-yl)-4-((1-methylcyclopropyl)sulfonyl)benzamide